COC(C)=O.Cl hydrogen chloride methyl-acetate